NC=1C(=C(C=CC1)C1=CNC(=C2N1C(C(=N2)CC=2OC=CC2)=O)CC2=CC=CC=C2)F (3-amino-2-fluorophenyl)-8-benzyl-2-(furan-2-ylmethyl)imidazo[1,2-a]pyrazin-3(7H)-one